(S)-2-((((9H-fluoren-9-yl)methoxy)carbonyl)amino)-5-(2-amino-1H-imidazol-1-yl)pentanoic acid C1=CC=CC=2C3=CC=CC=C3C(C12)COC(=O)N[C@H](C(=O)O)CCCN1C(=NC=C1)N